NC=1C(=C2C=C(C(=NC2=CC1)C)F)N(S(=O)(=O)C)C N-(6-amino-3-fluoro-2-methylquinolin-5-yl)-N-methylmethanesulfonamide